ethyl 1-(3-bromopyrazolo[1,5-a]pyridin-5-yl)-3-(trifluoromethyl)pyrazole-4-carboxylate BrC=1C=NN2C1C=C(C=C2)N2N=C(C(=C2)C(=O)OCC)C(F)(F)F